C1CC2=CC=CC=C2OC1C3CCC4=CC=CC=C4O3 bichroman